diphenylsilylene(cyclopentadienyl)(2,7-dimethyl-3,6-di-t-butylfluorenyl)zirconium dichloride [Cl-].[Cl-].C1(=CC=CC=C1)[Si](=[Zr+2](C1=C(C(=CC=2C3=CC(=C(C=C3CC12)C)C(C)(C)C)C(C)(C)C)C)C1C=CC=C1)C1=CC=CC=C1